FC1(CCN(CC1)NC1=CC=CC=C1)F (4,4-difluorohexahydropyridine-1-yl)aniline